NC=1N=CC2=C(N1)C(=CN2)C=2C=C(C=CC2)C#CC(C)(O)C=2SC=CN2 4-(3-(2-amino-5H-pyrrolo[3,2-d]pyrimidin-7-yl)phenyl)-2-(thiazol-2-yl)but-3-yn-2-ol